NN[C@@H](CCC(=O)[O-])C(=O)OCCCCCCCCCCCC.[Na+] sodium dodecyl aminoglutamate